ClC1=NC=C(C(=N1)NCC12COC(CC1)(CC2)C=2N(C=C(N2)C(F)(F)F)C(C)C)OC 2-chloro-N-((1-(1-isopropyl-4-(trifluoromethyl)-1H-imidazol-2-yl)-2-oxabicyclo[2.2.2]oct-4-yl)methyl)-5-methoxypyrimidin-4-amine